FC(C(=O)O)(F)F.C1(=CC=CC=C1)C1\C(\C(NC1)=O)=C/C1=CC=C2C(=NNC2=C1)\C=C\C=1C=NC(=CC1)CN1CCCCC1 (E)-4-Phenyl-3-((3-((E)-2-(6-(piperidin-1-ylmethyl)pyridin-3-yl)vinyl)-1H-indazole-6-yl)methylene)pyrrolidin-2-one trifluoroacetate